CC(C(C)C)(C)OOC(CCCCCC(C)C)=O 1,1,2-trimethylpropylperoxy-isononanate